4-(2-((2',4'-Difluoro-[1,1'-biphenyl]-4-yl)sulfonyl)propan-2-yl)piperidine-1-carboxylic acid tert-butyl ester C(C)(C)(C)OC(=O)N1CCC(CC1)C(C)(C)S(=O)(=O)C1=CC=C(C=C1)C1=C(C=C(C=C1)F)F